1-(2-amino-6-bromophenyl)ethan-1-one (S)-tert-butyl-6-(2-((3-(dimethylamino)oxetan-3-yl)methyl)benzo[d]thiazol-5-yl)-3-methyl-3,4-dihydropyridine-1(2H)-carboxylate C(C)(C)(C)OC(=O)N1C[C@H](CC=C1C=1C=CC2=C(N=C(S2)CC2(COC2)N(C)C)C1)C.NC1=C(C(=CC=C1)Br)C(C)=O